(R)-(2-((1-((1,4-oxazepan-4-yl)methyl)cyclopropyl)methoxy)-4-(3-hydroxy-3-methylpiperidin-1-yl)-5,7-dihydro-6H-pyrrolo[3,4-d]pyrimidin-6-yl)(3-hydroxy-8-iodonaphthalen-1-yl)methanone O1CCN(CCC1)CC1(CC1)COC=1N=C(C2=C(N1)CN(C2)C(=O)C2=CC(=CC1=CC=CC(=C21)I)O)N2C[C@](CCC2)(C)O